4-[5-(2-aminoethyl)pyrimidin-2-yl]-2-methyl-5-(2-methyl-6-morpholin-4-ylpyridin-4-yl)oxybenzonitrile NCCC=1C=NC(=NC1)C1=CC(=C(C#N)C=C1OC1=CC(=NC(=C1)N1CCOCC1)C)C